N1=CN=C(C2=C1NC=C2)NC=2C=C(C=CC2N2CC(NCC2)C#N)NS(=O)(=O)CCC N-(3-((7H-pyrrolo[2,3-d]pyrimidin-4-yl)amino)-4-(3-cyanopiperazin-1-yl)phenyl)propane-1-sulfonamide